N(C(=N)N)C(OCCOCCNC(C(C(=O)O)C(=O)C1=CC=CC2=C1OCCCC1=C(CO2)C=CC=C1)C(=O)O)COC(CNC(CC(=O)O)C(=O)O)=O 10-guanidino-13-oxo-(6,7,8,13-tetrahydrodibenzo[b,f][1,4]dioxecin-4-carbonyl)-6,9,12-trioxa-3,15-diazaheptadecane-1,2,16,17-tetracarboxylic acid